N-HEPTYLCYCLOPENTANE CCCCCCCC1CCCC1